FC1(CC1)C1=NNC(=N1)C1CC2(CN(C2)C(=O)N2CC3(C2)CC(C3)CC=3C=NC(=NC3)C(F)(F)F)C1 [6-[3-(1-fluorocyclopropyl)-1H-1,2,4-triazol-5-yl]-2-azaspiro[3.3]heptan-2-yl]-[6-[[2-(trifluoromethyl)pyrimidin-5-yl]methyl]-2-azaspiro[3.3]heptan-2-yl]methanone